3-fluoro-6-methoxy-4-{6-[(methylamino)methyl]-1-(3-methyloxetan-3-yl)-1H-1,3-benzodiazol-2-yl}benzene-1,2-diol FC1=C(C(=C(C=C1C1=NC2=C(N1C1(COC1)C)C=C(C=C2)CNC)OC)O)O